1-((3aR,5r,6aS)-5-((5-(3-fluoroimidazo[1,2-a]pyridin-6-yl)-4-methoxy-7H-pyrrolo[2,3-d]pyrimidin-2-yl)amino)hexahydrocyclopenta[c]pyrrol-2(1H)-yl)ethan-1-one FC1=CN=C2N1C=C(C=C2)C2=CNC=1N=C(N=C(C12)OC)NC1C[C@@H]2[C@@H](CN(C2)C(C)=O)C1